6-(3-hydroxy-3-methylbutyl)-4-(6-(6-((6-methoxypyridin-3-yl)methyl)-3,6-diazabicyclo[3.1.1]heptan-3-yl)pyridin-3-yl)-7-carbonyl-6,7-dihydropyrazolo[1,5-c]pyrimidine-3-carbonitrile OC(CCN1C(N2C(C(=C1)C=1C=NC(=CC1)N1CC3N(C(C1)C3)CC=3C=NC(=CC3)OC)=C(C=N2)C#N)=C=O)(C)C